2,6-Bis(alpha-methylbenzyl)-4-methylphenol CC(C1=CC=CC=C1)C1=C(C(=CC(=C1)C)C(C1=CC=CC=C1)C)O